NC1NCCCC1N 2,3-diaminopiperidine